6H-imidazo[1',2':1,5]pyrrolo[2,3-d]pyrimidin-4-amine N1=CN=C(C2=C1N1C(=C2)NC=C1)N